5-(butylcarbamoyl)-2-((4,7,10-tris(carboxymethyl)-1,4,7,10-tetraazacyclododecane-1-yl)methyl)pyridine 1-oxide C(CCC)NC(=O)C=1C=CC(=[N+](C1)[O-])CN1CCN(CCN(CCN(CC1)CC(=O)O)CC(=O)O)CC(=O)O